N1C=CC2=C(C=CC=C12)C1=NC(=CC(=N1)NCCCCNC(OC(C)(C)C)=O)N1CCOCC1 Tert-butyl (4-{[2-(1H-indol-4-yl)-6-(morpholin-4-yl)pyrimidin-4-yl]amino}butyl)carbamate